CN1CCCC1=O 1-Methyl-5-oxopyrrolidine